C=CC=CCCCCC(CC)C(=O)OC Methyl undecane-1,3-diene-9-carboxylate